C(C(=C)C)(=O)OC1(C2C3CCCC3C(C1)C2)C 8-methyl-8-tricyclo[5.2.1.0(2,6)]decyl methacrylate